(S)-6-(4-cyanophenyl)-4-phenyl-3,6-dihydropyridine-1(2H)-carboxylic acid benzyl ester C(C1=CC=CC=C1)OC(=O)N1CCC(=C[C@H]1C1=CC=C(C=C1)C#N)C1=CC=CC=C1